8-[6-(2-ethoxypropan-2-yl)pyridin-3-yl]-6-oxo-2H,3H,4H,6H-pyrimido[2,1-b][1,3]thiazine-7-carbonitrile C(C)OC(C)(C)C1=CC=C(C=N1)C=1N=C2SCCCN2C(C1C#N)=O